(2R,3R,4S)-3-acetamido-4-guanidino-2-[(1R,2R)-2-hydroxy-1-methoxy-3-(octanoyloxy)propyl]-3,4-dihydro-2H-pyran-6-carboxylic acid monohydrate O.C(C)(=O)N[C@H]1[C@@H](OC(=C[C@@H]1NC(=N)N)C(=O)O)[C@@H]([C@@H](COC(CCCCCCC)=O)O)OC